Ethyl N-(2-amino-3-(3-bromophenyl) propionyl)-N-benzylglycinate NC(C(=O)N(CC(=O)OCC)CC1=CC=CC=C1)CC1=CC(=CC=C1)Br